C1(=CC=CC=C1)C(=O)N1[C@@H](CCC1)C1=NC(=NO1)CCCC1=CC=CC=C1 (S)-Phenyl(2-(3-(3-phenylpropyl)-1,2,4-oxadiazol-5-yl)pyrrolidin-1-yl)methanone